1-{3-[(3R)-3-aminopyrrolidin-1-yl]phenyl}-N-{4-[4-(morpholin-4-yl)-7H-pyrrolo[2,3-d]pyrimidin-6-yl]phenyl}methanesulfonamide N[C@H]1CN(CC1)C=1C=C(C=CC1)CS(=O)(=O)NC1=CC=C(C=C1)C1=CC2=C(N=CN=C2N2CCOCC2)N1